1-(3-aminopropyl)-3-butylimidazole NCCCN1CN(C=C1)CCCC